tert-butyl 4-(dihexylamino)piperidine-1-carboxylate C(CCCCC)N(C1CCN(CC1)C(=O)OC(C)(C)C)CCCCCC